N-(3-(1-(2-chlorobenzyl)-1H-benzo[d]imidazol-6-yl)-1H-pyrazol-5-yl)-4-((1-methylpiperidin-4-yl)amino)benzamide ClC1=C(CN2C=NC3=C2C=C(C=C3)C3=NNC(=C3)NC(C3=CC=C(C=C3)NC3CCN(CC3)C)=O)C=CC=C1